FC1=CC=C(C=C1)NC(=O)C1=C(CN(N(C1=O)C(=O)OC(C)(C)C)C=1C=NC(=CC1)C(F)(F)F)O tert-butyl 5-((4-fluorophenyl)carbamoyl)-4-hydroxy-6-oxo-2-(6-(trifluoromethyl)pyridine-3-yl)-2,3-dihydropyridazine-1(6H)-carboxylate